3-bromo-4-(pyridin-4-ylmethoxy)benzaldehyde BrC=1C=C(C=O)C=CC1OCC1=CC=NC=C1